C(#N)CC1CC(C1)(C1=NN=CN1C)C=1C=C(C=CC1)C=1N=C2N(C=CC=C2C(=O)N)C1 3-[(1s,3s)-3-(cyanomethyl)-1-(4-methyl-1,2,4-triazol-3-yl)cyclobutyl]phenylimidazo[1,2-a]pyridine-8-carboxamide